Triphenyl-monon-butoxysilane C1(=CC=CC=C1)[Si](OCCCC)(C1=CC=CC=C1)C1=CC=CC=C1